C(C)(C)(C)OC(NCC=1N=NN(C1)CC1=CC=C(C=C1)NC(C(CC(C)C)C(NO)=O)=O)=O.BrC(C(=O)OCC(C)(COC(C(C)(C)Br)=O)COC(C(C)(C)Br)=O)(C)C 1,1,1-tris(2-bromoisobutyryloxymethyl)ethane Tert-butyl-N-[[1-[[4-[[2-(hydroxycarbamoyl)-4-methyl-pentanoyl]amino]phenyl]methyl]triazol-4-yl]methyl]carbamate